Aluminum(III) lithium hydride [H-].[Li+].[Al+3].[H-].[H-].[H-]